C(C)(C)(C)OC(NC1CC2(C1)CC(C2)NC(=O)NCC2=CN=CO2)=O (6-(3-(oxazol-5-ylmethyl)ureido)spiro[3.3]hept-2-yl)carbamic acid tert-butyl ester